C(C1=CC=CC=C1)N1N=C(N=C1)C(=O)NC1C(N(C=2N(CC1)N=C(C2)CC2CC2)C)=O 1-benzyl-N-(2-(cyclopropylmethyl)-4-methyl-5-oxo-5,6,7,8-tetrahydro-4H-pyrazolo[1,5-a][1,3]diazepin-6-yl)-1H-1,2,4-triazole-3-carboxamide